Cl.C1(CCCCC1)[C@@H](C=1N=C2N(N=CC(=C2)CNC(=O)[C@@H]2NCCC[C@H]2C(F)(F)F)C1)NC(=O)C1=CC=NN1C |o1:20,25| (Trans-2R*,3R*)-N-((2-((S)-cyclohexyl(1-methyl-1H-pyrazole-5-carboxamido)methyl)imidazo[1,2-b]pyridazin-7-yl)methyl)-3-(trifluoromethyl)piperidine-2-carboxamide hydrochloride